S1C(C1)COCC(C)(COCC1SC1)COCC1SC1 1-(thiiran-2-ylmethoxy)-2,2-bis(thiiran-2-ylmethoxymethyl)propane